COC1=C(C=CC=C1)CNC(COC1=CC2=C(C(=CC(O2)=O)C2=CC=C(C=C2)OC)C=C1)=O N-[(2-methoxyphenyl)methyl]-2-[4-(4-methoxyphenyl)-2-oxobenzopyran-7-yl]oxyacetamide